5-[(7-chloro-1-methylindazol-4-yl)methoxy]-1,3,4-thiadiazol-2-amine ClC=1C=CC(=C2C=NN(C12)C)COC1=NN=C(S1)N